N=1N=C(N2C1COCC2)C(=O)N2CCC(CC2)C2=C(C=CC=C2)C(F)(F)F (5,6-dihydro-8H-[1,2,4]triazolo[3,4-c][1,4]oxazin-3-yl)(4-(2-(trifluoromethyl)phenyl)piperidin-1-yl)methanone